3-(hydroxymethyl)azetidine-1-carboxamide OCC1CN(C1)C(=O)N